3-[(3-chloro-2-methoxyphenyl)amino]-2-(3-{[(2R)-2-methylazetidin-2-yl]methoxy}pyridin-4-yl)-1H,5H,6H,7H-pyrrolo[3,2-c]pyridin-4-one ClC=1C(=C(C=CC1)NC1=C(NC2=C1C(NCC2)=O)C2=C(C=NC=C2)OC[C@@]2(NCC2)C)OC